1-(trans-5-(3-(tetrahydro-2H-pyran-4-yl)phenoxy)octa-hydrocyclopenta[c]pyrrole-2-carbonyl)-1H-pyrazole-3-carboxylic acid O1CCC(CC1)C=1C=C(OC2CC3C(CN(C3)C(=O)N3N=C(C=C3)C(=O)O)C2)C=CC1